C(C(C)C)OC(=O)OC[C@@H]1[C@H]([C@@H]([C@H]([C@@H](O1)OC1=NN(C(=C1CC1=CC=C(C=C1)OC)C)C(C)C)O)O)O 3-(6-O-isobutoxycarbonyl-β-D-glucopyranosyloxy)-1-isopropyl-4-[(4-methoxyphenyl)-methyl]-5-methylpyrazole